tert-butyl-tetramethylguanidine C(C)(C)(C)N=C(N(C)C)N(C)C